Cl.N[C@@H](C(=O)NC1CCC(CC1)N1N=C(C=2C1=NC=NC2N)C2=CC=C(C=C2)OC2=CC=CC=C2)CC(C)C (R)-2-amino-N-(4-(4-amino-3-(4-phenoxyphenyl)-1H-pyrazolo[3,4-d]pyrimidin-1-yl)cyclohexyl)-4-methylpentanamide hydrochloride